5-(4-(2-(thiazol-2-yl)ethynyl)phenoxy)-1H-1,2,3-triazole-4-carboxylic acid S1C(=NC=C1)C#CC1=CC=C(OC2=C(N=NN2)C(=O)O)C=C1